(1S,2S,3S)-N-[6-[4-((3R,4R)-4-fluoro-3-methyl-tetrahydrofuran-3-yl)piperazin-1-yl]-7-methyl-3-isoquinolinyl]-2-methyl-3-(1-methylpyrazol-4-yl)cyclopropanecarboxamide F[C@@H]1[C@](COC1)(C)N1CCN(CC1)C=1C=C2C=C(N=CC2=CC1C)NC(=O)[C@H]1[C@H]([C@@H]1C=1C=NN(C1)C)C